C(C)(=O)ONC(=N)C=1C=C(SC1)[C@H](NC(=O)[C@H]1N(C[C@@H](C1)OC(F)F)C(CNC(C1=CC=C(C=C1)OC1=CC=CC=C1)=O)=O)C1=CC=CC=C1 (2S,4R)-N-((R)-(4-(N-acetoxycarbamimidoyl)thiophen-2-yl)(phenyl)methyl)-4-(difluoromethoxy)-1-((4-phenoxybenzoyl)glycyl)pyrrolidine-2-carboxamide